6-(3-isopropyl-5-(1-(2-methoxyethyl)piperidin-3-yl)-1H-indol-2-yl)-8-methoxy-[1,2,4]triazolo[1,5-a]pyridine C(C)(C)C1=C(NC2=CC=C(C=C12)C1CN(CCC1)CCOC)C=1C=C(C=2N(C1)N=CN2)OC